ClC=1C(=C(CN2C(CC(CC2)(C(=O)O)CC2=NC(=CC=C2F)NC=2SC(=CN2)C)C)C=CC1)F 1-(3-chloro-2-fluorobenzyl)-4-((3-fluoro-6-((5-methylthiazol-2-yl)amino)pyridin-2-yl)methyl)-2-methylpiperidine-4-carboxylic acid